O\N=C/1\C(C2=CC=C(C=C2C1)C(C)C)=O (E)-2-(hydroxyimino)-5-Isopropyl-2,3-dihydro-1H-inden-1-one